(S)-N-((R)-1-(6-(4-fluoro-1H-pyrazol-1-yl)pyridin-3-yl)ethyl)-2-methylpropane-2-sulfinyl-amide FC=1C=NN(C1)C1=CC=C(C=N1)[C@@H](C)[N-][S@@](=O)C(C)(C)C